S1C=CC2=C1C(NCC2)CNC(OC(C)(C)C)=O tert-Butyl ((4,5,6,7-tetrahydrothieno[2,3-c]pyridin-7-yl)methyl)carbamate